C1(CC1)C=1C=C(C(=C2NC(C(=NC12)C)=O)F)CN1CCN(CC1)C=1C=CC(=NC1F)C(=O)NC 5-(4-((8-cyclopropyl-5-fluoro-2-methyl-3-oxo-3,4-dihydroquinoxalin-6-yl)methyl)piperazin-1-yl)-6-fluoro-N-methylpyridinecarboxamide